tert-butyl (3-chloro-1-(pyridin-3-yl)-1H-pyrazol-4-yl)carbamate ClC1=NN(C=C1NC(OC(C)(C)C)=O)C=1C=NC=CC1